C(C)(=O)N1CCC(CC1)C=1OC2=C(C(C1)=O)C=C(C=1N(C(=NC12)C(F)(F)F)C)F 8-(1-acetylpiperidin-4-yl)-4-fluoro-3-methyl-2-(trifluoromethyl)chromeno[7,8-d]imidazol-6(3H)-one